3-(tert-butylamino)-4-((1R,3R,4R)-3-hydroxy-4-methylcyclohexylamino)-pyrimidine-5-carboxamide C(C)(C)(C)NN1CN=CC(=C1N[C@H]1C[C@H]([C@@H](CC1)C)O)C(=O)N